C(CCC)C=1N(C(=C(C(N1)=O)CC1=CC=C(C=C1)C1CC1)O)C1=C(C=CC=C1CC)CC 2-butyl-5-[(4-cyclopropylphenyl)methyl]-1-(2,6-diethylphenyl)-6-hydroxy-1,4-dihydropyrimidin-4-one